benzo[d]azepine-7-carboxylic acid C1=CN=CC=C2C1=CC=C(C2)C(=O)O